(4Z)-4-Dodecenal C(CC\C=C/CCCCCCC)=O